5-(5,6-dimethoxypyridin-3-yl)phenol COC=1C=C(C=NC1OC)C=1C=CC=C(C1)O